NC1=C(C=C(C=N1)C#CC(C)(C)NC(=O)NCCN1CCOCC1)OC(C)C1=C(C(=CC=C1Cl)F)Cl 1-(3-{6-amino-5-[1-(2,6-dichloro-3-fluoro-phenyl)-ethoxy]-pyridin-3-yl}-1,1-dimethyl-prop-2-ynyl)-3-(2-morpholin-4-yl-ethyl)-urea